COC1=C(CN(S(=O)(=O)C2=C(C=CC(=C2)CC)OC)C2=NOC3=C2C=CC(=C3)CC)C=CC(=C1)OC N-(2,4-dimethoxybenzyl)-5-ethyl-N-(6-ethylbenzo[d]isoxazol-3-yl)-2-methoxybenzenesulfonamide